C(C)(C)(C)C1=CC=C(C=C1)N (4-(tert-butyl)phenyl)amine